(1S,2S)-N-[[2-(3-chlorophenyl)-5-oxo-tetrahydrofuran-2-yl]methyl]-2-phenyl-cyclopropanecarboxamide ClC=1C=C(C=CC1)C1(OC(CC1)=O)CNC(=O)[C@@H]1[C@H](C1)C1=CC=CC=C1